3-(2-cyanopropan-2-yl)-N-(2,4-dimethyl-3-((3-(9-(tetrahydro-2H-pyran-2-yl)-9H-purin-6-yl)pyridin-2-yl)amino)phenyl)benzamide C(#N)C(C)(C)C=1C=C(C(=O)NC2=C(C(=C(C=C2)C)NC2=NC=CC=C2C2=C3N=CN(C3=NC=N2)C2OCCCC2)C)C=CC1